FC1C2(C1)CNC(C1=CC=C(C=C12)C(F)(F)F)=O 2'-fluoro-6-(trifluoromethyl)spiro[2,3-dihydroisoquinolin-4,1'-cyclopropan]-1-one